O=C1NC(CCC1N1C(C2=CC(=CC=C2C=C1)S(=O)(=O)F)=O)=O 2-(2,6-dioxopiperidin-3-yl)-1-oxo-1,2-dihydroisoquinoline-7-sulfonyl fluoride